(7-(2-(dimethylamino)ethoxy)-6-methoxy-1-(2-(5-methoxy-1H-indol-3-yl)ethyl)-3,4-dihydroisoquinolin-2(1H)-yl)(morpholino)methanone CN(CCOC1=C(C=C2CCN(C(C2=C1)CCC1=CNC2=CC=C(C=C12)OC)C(=O)N1CCOCC1)OC)C